C(C)(CC)C1C(NC2=C(CN1C(=O)N(C)C)C=CC=C2)=O 3-(sec-butyl)-N,N-dimethyl-2-oxo-1,2,3,5-tetrahydro-4H-benzo[1,4]diazepine-4-carboxamide